ClC=1C=C(C=CC1)C1=CC=C(C(=N1)OC1=C(C=C(C=C1C)C)C)C(=O)NS(=O)(=O)C=1C(NC=CC1)=O 6-(3-Chlorophenyl)-N-[(2-oxo-1H-pyridin-3-yl)sulfonyl]-2-(2,4,6-trimethylphenoxy)pyridin-3-carboxamid